7-bromoheptyl 5,5-bis(oct-3-yn-1-yloxy)pentanoate C(CC#CCCCC)OC(CCCC(=O)OCCCCCCCBr)OCCC#CCCCC